C(C)N(C(OC1=CC(=CC=C1)F)=O)C1=C(N=NN1C)C1=NC=C(C=C1F)NS(=O)(=O)C (R)-1-(3-fluorophenyl) ethyl(4-(3-fluoro-5-(methylsulfonamido) pyridin-2-yl)-1-methyl-1H-1,2,3-triazol-5-yl)carbamate